Thiobis-1-propanethiol S(CCCS)CCCS